O=C1NC(CCC1N1C(N(C2=C1C=CC(=C2)C2CCN(CC2)C(=O)N2CCN(CC2)C(=O)OC(C)(C)C)C)=O)=O tert-butyl 4-(4-(1-(2,6-dioxopiperidin-3-yl)-3-methyl-2-oxo-2,3-dihydro-1H-benzo[d]imidazol-5-yl)piperidine-1-carbonyl)piperazine-1-carboxylate